2,6,8-trimethylquinoline CC1=NC2=C(C=C(C=C2C=C1)C)C